(1R,5R,16R,17R)-5-ethyl-16-hydroxy-3-imino-24-oxa-2,4,18-triazahexacyclo[18.6.2.22,5.211,14.013,17.023,27]dotriaconta-11,13,20,22,27,29-hexaene-19,32-dione C(C)[C@@]12NC(N([C@@H]3CCOC4=CC=C(C(N[C@H]5[C@@H](CC6=C5C=C(CCCCC1)C=C6)O)=O)C=C34)C(C2)=O)=N